NCCC1=CC=C(C=N1)C1=C(C=C(C#N)C=C1)OC1=CN=NC(=C1)C1=CC=CC=C1 4-[6-(2-aminoethyl)pyridin-3-yl]-3-(6-phenylpyridazin-4-yl)oxybenzonitrile